C(C)(C)(C)OC(=O)NC=1C=CC2=C(N=C(O2)C2=CC=NC=C2)C1 4-(5-((tert-Butoxycarbonyl)amino)benzo[d]oxazol-2-yl)pyridine